(R)-S-(2,3-bis((tert-butoxycarbonyl)amino)propyl) ethanethioate C(C)(SC[C@@H](CNC(=O)OC(C)(C)C)NC(=O)OC(C)(C)C)=O